ClC=1N=C(C2=C(N1)N=C(S2)N2[C@@H](CCC2)C)Cl 5,7-dichloro-2-[(2R)-2-methylpyrrolidin-1-yl]thiazolo[4,5-d]pyrimidine